3-(3-(4-fluorophenyl)-4-oxo-3,4-dihydro-phthalazin-1-yl)pyridine 1-oxide FC1=CC=C(C=C1)N1N=C(C2=CC=CC=C2C1=O)C=1C=[N+](C=CC1)[O-]